N1(N=CC2=CC=CC=C12)CC1=CC=C(CC2=NOC(=C2)C=2C(=NC=CC2)N)C=C1 3-(3-(4-((1H-indazol-1-yl)methyl)benzyl)isoxazol-5-yl)pyridin-2-amine